ClC1=CC2=C(N=C(O2)N[C@@H](C)C2=NC=NN2C2=NC=CC=N2)C=C1C(F)(F)F 6-Chloro-N-{(1S)-1-[1-(pyrimidin-2-yl)-1H-1,2,4-triazol-5-yl]ethyl}-5-(trifluoromethyl)-1,3-benzooxazol-2-amine